4-(4-{[trans-4-{[4-(pentafluoro-λ6-sulfanyl)phenyl]Amino}cyclohexyl]sulfonimidoyl}phenyl)pyridine-2-carboxamide FS(C1=CC=C(C=C1)N[C@@H]1CC[C@H](CC1)S(=O)(=N)C1=CC=C(C=C1)C1=CC(=NC=C1)C(=O)N)(F)(F)(F)F